COC=1C=C(CNC2=C3N=CN(C3=NC=N2)[C@H]2[C@@H](O)[C@H](O)[C@H](O2)CO)C=C(C1OC)OC 6-(3,4,5-Trimethoxybenzylamino)-9-β-D-arabinofuranosylpurin